[C@H]12COC[C@H](CC(C1)OC=1C(=CC(=NC1)C)C1=CC=3N(C=C1)N=C(C3)NC3=NC=C(N=C3)C(F)(F)F)N2 5-(5-(((1R,5S,7s)-3-oxa-9-azabicyclo[3.3.1]nonan-7-yl)oxy)-2-methylpyridin-4-yl)-N-(5-(trifluoromethyl)pyrazin-2-yl)pyrazolo[1,5-a]pyridin-2-amine